1-bromo-6-chlorodibenzo[b,d]Furan BrC1=CC=CC=2OC3=C(C21)C=CC=C3Cl